4,6-dimethylpyrimidin-2-amine CC1=NC(=NC(=C1)C)N